ClC1=C(C=CC=C1C(F)(F)F)NC1=C(C=C2C(=N1)NN=C2N)F N6-(2-chloro-3-(trifluoromethyl)phenyl)-5-fluoro-1H-pyrazolo[3,4-b]pyridine-3,6-diamine